3-cyano-5,5-dimethyl-4-(3-(anilino)styryl)furan C(#N)C=1COC(C1C=CC1=CC(=CC=C1)NC1=CC=CC=C1)(C)C